FC1=CC=C(C=C1)C1C2C(N3C1=C(C=1C=CC=CC31)C)(C3=CC=CC=C3C2=O)C=2NC3=CC=CC=C3C2C 11-(4-fluorophenyl)-10-methyl-4b-(3-methyl-1H-indol-2-yl)-11,11a-dihydroindeno[2',1':4,5]pyrrolo[1,2-a]indol-12(4bH)-one